NC=1C(=C(C(=O)OC)C=C(C1)F)C#CC1=CC=C(C=C1)F methyl 3-amino-5-fluoro-2-[2-(4-fluorophenyl)ethynyl]benzoate